1-(3-(4-Methoxyphenyl)-1,2,4-oxadiazol-5-yl)-N-((1-((2-Methylcyclopropyl)methyl)pyrrolidin-3-yl)methyl)piperidin-4-carboxamid COC1=CC=C(C=C1)C1=NOC(=N1)N1CCC(CC1)C(=O)NCC1CN(CC1)CC1C(C1)C